[Na].C1=NC=CC2=C(C=CC=C12)S(=O)(=O)N 5-isoquinolyl-sulfonamide sodium salt